(S)-4-(2-(4-benzylthiazol-2-yl)-2-pivaloylaminoethyl)phenylaminosulfonic acid C(C1=CC=CC=C1)C=1N=C(SC1)[C@H](CC1=CC=C(C=C1)NS(=O)(=O)O)NC(C(C)(C)C)=O